Cl.CNCC(=O)OC(C)(C)C t-butyl N-methylglycinate hydrochloride